2-[4-[4-(1-ethylpyridin-1-ium-4-yl)-3-thienyl]pyridin-1-ium-1-yl]ethylphosphonic acid C(C)[N+]1=CC=C(C=C1)C=1C(=CSC1)C1=CC=[N+](C=C1)CCP(O)(O)=O